2-(3-cyano-1-isopropyl-1H-indol-5-yl)isonicotinic acid {1-[(ethoxycarbonyl)oxy]}ethyl ester C(C)OC(=O)OC(C)OC(C1=CC(=NC=C1)C=1C=C2C(=CN(C2=CC1)C(C)C)C#N)=O